N(=[N+]=[N-])CCOCCOCCOCCOCCOCCOS(=O)(=O)C1=CC=C(C=C1)C.ClC1=CC=C(C=C1)C1=CC=CC(=N1)N1CCNCC1 1-(6-(4-chlorophenyl)pyridin-2-yl)piperazine 17-Azido-3,6,9,12,15-pentaoxaheptadecyl-4-methylbenzenesulfonate